Methyl (R)-(3-(3,4-bis(benzyloxy)phenoxy)-2-hydroxypropyl)glycineate C(C1=CC=CC=C1)OC=1C=C(OC[C@@H](CNCC(=O)OC)O)C=CC1OCC1=CC=CC=C1